8-(4-chloro-2-fluoro-phenyl)-6-[(2S,6S)-2-(1-cyclopropylpyrazol-4-yl)-6-methyl-morpholin-4-yl]-2,3-dimethyl-pyrimido[5,4-d]pyrimidin-4-one ClC1=CC(=C(C=C1)C1=NC(=NC2=C1N=C(N(C2=O)C)C)N2C[C@@H](O[C@H](C2)C)C=2C=NN(C2)C2CC2)F